CC1=CC=CC(=N1)C=1N=C2N(C1C=1C=C3N=CC=NC3=CC1)CCN2 6-[2-(6-methyl-pyridin-2-yl)-6,7-dihydro-5H-imidazo[1,2-a]imidazol-3-yl]-quinoxaline